lithium hexafluoroarsenate salt F[As-](F)(F)(F)(F)F.[Li+]